[F-].C(CCC)[NH+]1CC(CCC1)CCCC 1,3-dibutyl-piperidinium fluoride